FC1=C(C=CC(=C1)F)C1=NC(=NC2=NC(=C(N=C12)C)C)[C@H]1C[C@H](OCC1)C1=NC(=CC=C1)OC 4-(2,4-difluorophenyl)-2-((2S,4R)-2-(6-methoxypyridin-2-yl)tetrahydro-2H-pyran-4-yl)-6,7-dimethylpteridine